3-(2,6-Dichlorobenzyloxy)benzoic acid ClC1=C(COC=2C=C(C(=O)O)C=CC2)C(=CC=C1)Cl